2-(furan-2-yl)-5-(3-nitrophenyl)-1,3,4-oxadiazole O1C(=CC=C1)C=1OC(=NN1)C1=CC(=CC=C1)[N+](=O)[O-]